N-(4-(4-amino-7-methyl-5-(4-(4-methylpyrimidin-2-yloxy)phenyl)-7H-pyrrolo[2,3-d]pyrimidin-6-yl)phenyl)-2-chloroacetamide NC=1C2=C(N=CN1)N(C(=C2C2=CC=C(C=C2)OC2=NC=CC(=N2)C)C2=CC=C(C=C2)NC(CCl)=O)C